(3R)-1-[3-[4-(Benzenesulfonyl)phenyl]azetidine-1-carbonyl]pyrrolidine-3-carboxamide C1(=CC=CC=C1)S(=O)(=O)C1=CC=C(C=C1)C1CN(C1)C(=O)N1C[C@@H](CC1)C(=O)N